(S)-1-(4-((5R,7R)-7-hydroxy-5-methyl-6,7-dihydro-5H-cyclopenta[d]pyrimidin-4-yl)piperazin-1-yl)-3-(isopropylamino)-2-(4-(trifluoromethyl)phenyl)propan-1-one O[C@@H]1C[C@H](C2=C1N=CN=C2N2CCN(CC2)C([C@H](CNC(C)C)C2=CC=C(C=C2)C(F)(F)F)=O)C